4-((3-bromo-2-phenyl-7-((tetrahydro-2H-pyran-4-yl)amino)-1H-indol-5-yl)methyl)thiomorpholine 1,1-dioxide BrC1=C(NC2=C(C=C(C=C12)CN1CCS(CC1)(=O)=O)NC1CCOCC1)C1=CC=CC=C1